OC1C2CC(C(C1O)C2)CO 2,3-dihydroxy-5-hydroxymethyl-norbornane